4-benzyloxy-5-bromo-1-ethyl-3-methyl-pyrazole C(C1=CC=CC=C1)OC=1C(=NN(C1Br)CC)C